2-(2,4-difluorophenyl)-3-methyl-1,2,3,4-tetrahydroisoquinolin-6-ol FC1=C(C=CC(=C1)F)N1CC2=CC=C(C=C2CC1C)O